8-[10-aminodecyl]-1,4,8,11-tetraazacyclotetradecane NCCCCCCCCCCN1CCCNCCNCCCNCC1